C(C)(=O)OC/C=C/B(O)O (E)-3-ACETOXYPROP-1-ENYLBORONIC ACID